2'-chloro-N-(5-(1-(hydroxymethyl)cyclopropyl)-1,3,4-thiadiazol-2-yl)-5'-methoxy-6-methyl-(4,4'-bipyridine)-3-carboxamide ClC1=NC=C(C(=C1)C1=C(C=NC(=C1)C)C(=O)NC=1SC(=NN1)C1(CC1)CO)OC